aniline phosphorus [P].NC1=CC=CC=C1